2-(8-fluoro-3-(2-methoxy-5-(trifluoromethyl)phenyl)-2-oxo-1,2,3,4-tetrahydroquinazolin-4-yl)acetic acid methyl ester COC(CC1N(C(NC2=C(C=CC=C12)F)=O)C1=C(C=CC(=C1)C(F)(F)F)OC)=O